BrC=1C=C(C=CC1)C(C1(CC(C1)C#N)O)C1=NN=CN1C 3-((3-bromophenyl)(4-methyl-4H-1,2,4-triazol-3-yl)methyl)-3-hydroxycyclobutane-1-carbonitrile